2-(chloromethyl)-4-oxo-4-(((exo)-1,7,7-trimethylbicyclo[2.2.1]heptan-2-yl)oxy)butanoic acid ClCC(C(=O)O)CC(OC1C2(CCC(C1)C2(C)C)C)=O